N-((1,3-dihydroisobenzofuran-5-yl)(tosyl)methyl)carboxamide C1OCC2=CC(=CC=C12)C(NC=O)S(=O)(=O)C1=CC=C(C)C=C1